N1(CCCCC1)CCCCCOC1=CC=C(C=O)C=C1 4-((5-(piperidin-1-yl)pentyl)oxy)benzaldehyde